O=C1NC(CCC1OC1=CC=C(C=C1)C1CCN(CC1)C(=O)N)=O 4-[4-(2,6-dioxopiperidin-3-yl)oxyphenyl]piperidine-1-carboxamide